4-[4-(6-Aminopyridin-3-yl)-2-oxo-2,3-dihydro-1H-1,3-benzodiazol-1-yl]-N-(3-methoxy-4-methylphenyl)piperidine-1-carboxamide NC1=CC=C(C=N1)C1=CC=CC=2N(C(NC21)=O)C2CCN(CC2)C(=O)NC2=CC(=C(C=C2)C)OC